C(C=CC#N)C=CC#N methylenebisacrylonitrile